P(=O)([O-])([O-])[O-].[K+].[K+].[K+].C(C)NC(=O)N1[C@H]([C@H](CCC1)NS(=O)(=O)C)CO[C@@H]1C[C@@H](C1)C1=CC=C(C=C1)C(F)(F)F cis-N-ethyl-3-((methylsulfonyl)amino)-2-(((cis-3-(4-(trifluoromethyl)phenyl)-cyclobutyl)oxy)methyl)piperidine-1-carboxamide TriPotassium Phosphate